C[O+](C)C trimethyloxonium